3-(Nonamethylferrocenylmethoxy)propan-1-ol CC1=C(C(=C([C-]1C)C)C)C.[C-]1(C(=C(C(=C1C)C)C)C)COCCCO.[Fe+2]